tert-butyl (3-hydroxy-6-methyl-1,5-naphthyridin-2-yl)carbamate OC=1C(=NC2=CC=C(N=C2C1)C)NC(OC(C)(C)C)=O